CC=1N=C(C(=NC1)N)C#CC1=CC=CC=C1 methyl-3-(2-phenylethynyl)pyrazin-2-amine